(3R)-3-((tert-butyldimethylsilyloxy)methyl)tetrahydro-1H-pyrrolizin [Si](C)(C)(C(C)(C)C)OC[C@H]1CCC2=CCCN12